(S)-3-(isoquinolin-4-yl)-1-(2-methoxypyridin-4-yl)-2-oxoimidazoline-4-carbonitrile C1=NC=C(C2=CC=CC=C12)N1C(N(C[C@H]1C#N)C1=CC(=NC=C1)OC)=O